tert-butyl 12-propyl-4-oxa-8,12-diazadispiro[2.1.5.3]tridecane-8-carboxylate C(CC)N1CC2(OC3(CC3)C1)CCN(CC2)C(=O)OC(C)(C)C